2-((1S,4S)-2-oxabicyclo[2.2.1]hept-4-yl)-6-cyclopropoxy-N-(1-((1S,2R)-2-fluorocyclopropyl)-2-oxo-1,2-dihydropyridin-3-yl)-2H-pyrazolo[3,4-b]pyridine-5-carboxamide [C@H]12OC[C@](CC1)(C2)N2N=C1N=C(C(=CC1=C2)C(=O)NC=2C(N(C=CC2)[C@@H]2[C@@H](C2)F)=O)OC2CC2